5-methyl-2-nitro-N'-(pyridin-3-ylmethylene)benzoyl-hydrazine CC=1C=CC(=C(C(=O)NN=CC=2C=NC=CC2)C1)[N+](=O)[O-]